binaphthyl-amine C=1(C(=CC=C2C=CC=CC12)N)C1=CC=CC2=CC=CC=C12